6-(2-(6-(2,6-dioxopiperidine-3-yl)-5,7-dioxo-6,7-dihydro-2H,5H-spiro[furo[2,3-f]isoindole-3,4'-Piperidin]-1'-yl)-7-azaspiro[3.5]nonan-7-yl)pyridazine-3-carboxamide O=C1NC(CCC1N1C(C=2C=C3C(=CC2C1=O)OCC31CCN(CC1)C1CC3(C1)CCN(CC3)C3=CC=C(N=N3)C(=O)N)=O)=O